(3S,4R)-4-(3-fluorophenyl)-1-(2-methoxyethyl)pyrrolidin-3-ylcarbamic acid FC=1C=C(C=CC1)[C@H]1[C@@H](CN(C1)CCOC)NC(O)=O